(tert-Butoxycarbonyl)-2-azaspiro[4.4]nonane-7-carboxylic acid C(C)(C)(C)OC(=O)C1NCCC12CC(CC2)C(=O)O